FC1=CC=C(C=C1)S(=O)(=O)NCCOC1=CC(=C2C(=N1)SC(=N2)C2=C1N=CC(=NC1=CC(=C2)C)OC)C 4-fluoro-N-(2-((2-(2-methoxy-7-methylquinoxalin-5-yl)-7-methylthiazolo[5,4-b]pyridin-5-yl)oxy)ethyl)benzenesulfonamide